(7-((2S,5R)-2,5-dimethyl-4-((S)-1-(3-methylquinoxalin-6-yl)ethyl)piperazin-1-yl)-4-methyl-5-oxo-4,5-dihydro-2H-pyrazolo[4,3-d]pyrimidin-2-yl)acetonitrile C[C@@H]1N(C[C@H](N(C1)[C@@H](C)C=1C=C2N=C(C=NC2=CC1)C)C)C=1C=2C(N(C(N1)=O)C)=CN(N2)CC#N